COCCNC(C1=NC=C(C(=C1)C)NC1=NC=C2N(C(N(C2=N1)C1CCOCC1)=O)C)=O N-(2-methoxyethyl)-4-methyl-5-((7-methyl-8-oxo-9-(tetrahydro-2H-pyran-4-yl)-8,9-dihydro-7H-purin-2-yl)amino)picolinamide